N#[C-].N#[C-].CC1=CC=CC=C1 toluene diisonitrile